2-amino-9-chloro-3-(3-(piperazin-1-yl)phenoxy)-10H-chromeno[3,2-b]pyridin-10-one NC1=C(C=C2C(=N1)C(C=1C(=CC=CC1O2)Cl)=O)OC2=CC(=CC=C2)N2CCNCC2